C(C1=CC=CC=C1)O[C@@H]1[C@H](C([C@@H](C1)O)=C)COCC1=CC=CC=C1 (1R,3R,4S)-4-(benzyloxy)-3-((benzyloxy)methyl)-2-methylenecyclopentan-1-ol